CCCCCOCCCCC DI-N-PENTYL ETHER